C(C)(C)(C)C1=C(N=C(S1)S(=O)(=O)N)C(C)O tert-butyl-4-(1-hydroxyethyl)thiazole-2-sulfonamide